ClC=1C=C2C[C@H](CC2=CC1)NC=1C=CC(=NC1)[C@@H](C(F)(F)F)N(C(=O)C1CNC(O1)=O)C N-((S)-1-(5-(((S)-5-chloro-2,3-dihydro-1H-inden-2-yl)amino)pyridin-2-yl)-2,2,2-trifluoroethyl)-N-methyl-2-oxooxazolidine-5-carboxamide